C1=CC=CC=2C3=CC=CC=C3N(C12)C1=CC=C(/C=C/C2=CC=C(C=C2)\C=C\C2=CC=C(C=C2)N2C3=CC=CC=C3C=3C=CC=CC23)C=C1 1,4-bis((E)-4-(9H-carbazol-9-yl)styryl)benzene